1-(5-((5-chloro-4-(3-(1-methylpiperidin-4-yl)phenyl)pyrimidin-2-yl)amino)pyridin-3-yl)pyrrolidin-2-one ClC=1C(=NC(=NC1)NC=1C=C(C=NC1)N1C(CCC1)=O)C1=CC(=CC=C1)C1CCN(CC1)C